Cl.Cl.CNC[C@H]1CCOC2=C(C=CC=C12)C1=CC=NC=C1 (S)-N-methyl-1-(8-(pyridin-4-yl)chroman-4-yl)methanamine dihydrochloride salt